(3-((tert-butyldimethylsilyl)oxy)-6-chloro-2-methylphenyl)-4-methoxy-2-((3-methyl-4-(2-morpholinoethoxy)phenyl)amino)pyrimidine-5-carboxamide [Si](C)(C)(C(C)(C)C)OC=1C(=C(C(=CC1)Cl)C1=C(C(=NC(=N1)NC1=CC(=C(C=C1)OCCN1CCOCC1)C)OC)C(=O)N)C